(3-hydroxycyclobutyl)nicotinamide OC1CC(C1)C1=C(C(=O)N)C=CC=N1